1-(3-chlorophenyl)-1H-benzo[d]Imidazole-5-carboxylic acid ClC=1C=C(C=CC1)N1C=NC2=C1C=CC(=C2)C(=O)O